N1C=NC(C12CCCC2)=O 1,3-diazaspiro[4.4]non-2-en-4-one